1-vinyl-3-carboxymethyl-imidazole chloride salt [Cl-].C(=C)N1CN(C=C1)CC(=O)O